FC1(CN(CC[C@@H]1NC1=NN2C(C(=N1)OC)=C(C=C2)C=2C=C(C1=C(N(C(=N1)C)CC(F)F)C2)F)C)F (S)-N-(3,3-difluoro-1-methylpiperidin-4-yl)-5-(1-(2,2-difluoroethyl)-4-fluoro-2-methyl-1H-benzo[d]imidazol-6-yl)-4-methoxypyrrolo[2,1-f][1,2,4]triazin-2-amine